3-((R)-2-(4-(5-chloro-4-(((R)-1-(2,4-dichlorophenyl)ethyl)amino)pyrimidin-2-yl)piperazine-1-carbonyl)pyrrolidin-1-yl)propanoic acid ClC=1C(=NC(=NC1)N1CCN(CC1)C(=O)[C@@H]1N(CCC1)CCC(=O)O)N[C@H](C)C1=C(C=C(C=C1)Cl)Cl